CC=1C=C(C(=O)OC2=C(C(=CC(=C2)Cl)C=NC(C(=O)OC)CC2=CC=C(C=C2)O)O)C=CC1 5-chloro-2-hydroxy-3-((3-(4-hydroxyphenyl)-1-methoxy-1-oxopropan-2-ylimino)meth-yl)phenyl 3-methyl-benzoate